FC=1C=C(C(=O)NCC2=C(C=CC3=C2N(C=N3)C)OC)C=CC1C 3-fluoro-N-((6-methoxy-1-methyl-1H-benzimidazol-7-yl)methyl)-4-methylbenzamide